COC(COC=1N=NC(=CC1)C(O)C1=C(C=C(C(=C1)C1=NC=NC2=CC(=CC=C12)N1CCOCC1)F)Cl)=O (6-{[2-Chloro-4-fluoro-5-(7-morpholin-4-yl-quinazolin-4-yl)-phenyl]hydroxy-methyl}pyridazin-3-yl-oxy)acetic acid methyl ester